CCNCOCCNCNCC=C 5-oxa-3,8,10-triazatridec-12-en